NC1=NC(=C2N=CN(C2=N1)CC(=O)NC1=CC(=NN1CC)C)NC1CCC(CC1)N(C)C 2-(2-amino-6-((4-(dimethylamino)cyclohexyl)amino)-9H-purin-9-yl)-N-(1-ethyl-3-methyl-1H-pyrazol-5-yl)acetamide